N1CC=C(C12COCC2)C2=CC=1C(=NC=CC1C=1SC3=C(N1)C=C(C=C3)N)S2 (2-(7-oxa-1-azaspiro[4.4]non-3-en-4-yl)thieno[2,3-b]pyridin-4-yl)benzo[d]thiazol-5-amine